4-((2R,3S,4S,5R)-3-(5-(3,3-difluorocyclobutoxy)-3,4-difluoro-2-methoxyphenyl)-4,5-dimethyl-5-(trifluoromethyl)tetrahydrofuran-2-carboxamido)pyridineamide FC1(CC(C1)OC=1C(=C(C(=C(C1)[C@H]1[C@@H](O[C@]([C@H]1C)(C(F)(F)F)C)C(=O)NC1=CC(=NC=C1)C(=O)N)OC)F)F)F